[O-2].ClC(C(=O)[Na])(F)F (2-chloro-2,2-difluoroacetyl)sodium oxide